O=S1(CC(C1)CS(=O)(=O)O)=O.C(C)OP(=O)(OCC)CC1=CC=C(C=C1)C1=CC=C(C=C1)CP(=O)(OCC)OCC 4,4'-bis(diethoxyphosphorylmethyl)biphenyl (1,1-dioxothietan-3-yl)methanesulfonate